tert-Butyl 3-((2-((5-(tert-butyl)-4-chloro-2-hydroxyanilino)methyl)-3-methylimidazole-4-carbonyl)amino)azetidine-1-carboxylate C(C)(C)(C)C=1C(=CC(=C(NCC2=NC=C(N2C)C(=O)NC2CN(C2)C(=O)OC(C)(C)C)C1)O)Cl